lithium 2-[3-methyl-5-(trifluoromethyl)-2-pyridyl]acetate CC=1C(=NC=C(C1)C(F)(F)F)CC(=O)[O-].[Li+]